8-(2,3-Dichlorophenyl)-4-(dimethylamino)-1,7-naphthyridine ClC1=C(C=CC=C1Cl)C=1N=CC=C2C(=CC=NC12)N(C)C